NC1=NC2=C(C=3N1N=C(N3)C=3OC=CC3)SC(N2CCN2CCN(CC2)C2=C(C=C(OCC(=O)NN)C=C2)F)=O 2-(4-(4-(2-(5-amino-8-(furan-2-yl)-2-oxothiazolo[5,4-e][1,2,4]triazolo[1,5-c]pyrimidin-3(2H)-yl)ethyl)piperazin-1-yl)-3-fluorophenoxy)acetohydrazide